3-(4-aminocyclohexen-1-yl)-1-(benzyloxycarbonyl-sulfamoyl)pyrrole-2-carboxylic acid benzyl ester, hydrochloride salt Cl.C(C1=CC=CC=C1)OC(=O)C=1N(C=CC1C1=CCC(CC1)N)S(NC(=O)OCC1=CC=CC=C1)(=O)=O